C(#N)N1[C@@H]2CC[C@H](C1)[C@H]2NC(=O)C2=NNC(=C2)C2=C(C=CC=C2)OC2=CC=CC=C2 N-((1R,4R,7R)-2-cyano-2-azabicyclo[2.2.1]heptan-7-yl)-5-(2-phenoxyphenyl)-1H-pyrazole-3-carboxamide